COC1=CC=C(C=C1)CN(C1=NC=CC=C1CNCCO)CC1=CC=C(C=C1)OC 2-{[(2-{bis[(4-methoxyphenyl)methyl]amino}pyridin-3-yl)methyl]amino}ethan-1-ol